C(C1=CC=CC=C1)C=1NC(=NN1)C(=O)NC1C(N(C=2N(CC1)N=C1C2CSC1)C)=O 5-Benzyl-N-(1-methyl-2-oxo-1,2,3,4,5,10-hexahydro-8H-thieno[3',4':3,4]pyrazolo[1,5-a][1,3]diazepin-3-yl)-4H-1,2,4-triazol-3-carboxamid